1-methyl-N-[4-(trifluoromethoxy)phenyl]-6-vinylindazole-3-carboxamide CN1N=C(C2=CC=C(C=C12)C=C)C(=O)NC1=CC=C(C=C1)OC(F)(F)F